5-(2-fluorophenyl)-2-mercapto-1,3,4-oxadiazole FC1=C(C=CC=C1)C1=NN=C(O1)S